tert-butyl 4-(4-(4-(2-(2,6-dioxopiperidin-3-yl)-1,3-dioxoisoindol-5-yl)piperazin-1-yl)butyryl)piperazine-1-carboxylate O=C1NC(CCC1N1C(C2=CC=C(C=C2C1=O)N1CCN(CC1)CCCC(=O)N1CCN(CC1)C(=O)OC(C)(C)C)=O)=O